2-(4,4-Difluoroazepan-1-yl)-7-fluoroquinoline-3-carboxamide FC1(CCN(CCC1)C1=NC2=CC(=CC=C2C=C1C(=O)N)F)F